CN(C(CN(C(=O)[C@H]1CN(CC1)C)C1=CC=C(C=C1)[As](O)O)=O)C (R)-(4-(N-(2-(dimethylamino)-2-oxoethyl)-1-methylpyrrolidine-3-carboxamido)phenyl)arsonous acid